N(=C=O)C(C(=O)OCCN=C=O)CCCCN=C=O 2-isocyanatoethyl 2,6-diisocyanatohexanoate